[PH2](OC1=C(C(=CC=C1)C(C)C)C(C(C)(C)C)=O)=O isopropylpivaloylphenyl phosphinate